(6-((5-Chloro-2-((2-methyl-5-(1-methyl-1H-pyrazol-4-yl)-4-(piperazin-1-yl)Phenyl)amino)pyrimidin-4-yl)amino)quinoxalin-5-yl)dimethylphosphine oxide hydrochloride Cl.ClC=1C(=NC(=NC1)NC1=C(C=C(C(=C1)C=1C=NN(C1)C)N1CCNCC1)C)NC=1C(=C2N=CC=NC2=CC1)P(C)(C)=O